isopropoxy-N-(1-methyl-3-(pyridin-2-yl)-1H-pyrazol-4-yl)-[2,3'-bipyridine]-6-carboxamide C(C)(C)OC=1C(=NC(=CC1)C(=O)NC=1C(=NN(C1)C)C1=NC=CC=C1)C=1C=NC=CC1